FC(=C)C1=CC(=C(C(=O)O)C=C1)C(F)(F)F 4-(1-fluorovinyl)-2-(trifluoromethyl)benzoic acid